CC1=CC=C(C=C1)SC1=CC=C(C=C1)C 4-methylphenyl thioether